β-methylacrylate CC=CC(=O)[O-]